[6-oxo-6-(4-piperidylamino)hexyl]-triphenyl-phosphonium chloride [Cl-].O=C(CCCCC[P+](C1=CC=CC=C1)(C1=CC=CC=C1)C1=CC=CC=C1)NC1CCNCC1